C(=O)(OC(C)(C)C)NCCC1=CC=C(C=C1)O N-Boctyramine